ethylenediaminetetrabutyric acid C(CN(CCCC(=O)O)CCCC(=O)O)N(CCCC(=O)O)CCCC(=O)O